Ethylimino-[2-[3-ethylsulfonyl-6-(1,2,4-triazol-1-yl)-2-pyridinyl]-1,3-benzoxazol-5-yl]-oxo-(trifluoromethyl)-λ6-sulfane C(C)N=S(C(F)(F)F)(=O)C=1C=CC2=C(N=C(O2)C2=NC(=CC=C2S(=O)(=O)CC)N2N=CN=C2)C1